2-(2-pyridylazo)-1-naphthol N1=C(C=CC=C1)N=NC1=C(C2=CC=CC=C2C=C1)O